ClC=1C=C(C=NC1C)C=1C(=NC(=NC1)NC=1C=NN(C1)C)NC=1C=C(C=CC1F)NC(C=C)=O N-(3-((5-(5-chloro-6-methylpyridin-3-yl)-2-((1-methyl-1H-pyrazol-4-yl)amino)pyrimidin-4-yl)amino)-4-fluorophenyl)acrylamide